N[C@@H]1CN(C[C@H]1OC)C=1C=C2CN3[C@@H](C2=CC1)CNC[C@H]3C (4R,10bS)-8-[(3R,4R)-3-amino-4-methoxy-pyrrolidin-1-yl]-4-methyl-3,4,6,10b-tetrahydro-1H-pyrazino[2,1-a]isoindol